t-Butyl (E)-(3-(4-((1H-imidazol-2-yl)diazenyl)-5-amino-1H-pyrazol-1-yl)propyl)carbamate N1C(=NC=C1)/N=N/C=1C=NN(C1N)CCCNC(OC(C)(C)C)=O